COCC=1N=CC(=NC1)N 5-(methoxymethyl)pyrazin-2-amine